N-(4-ethynyl-2-fluorophenyl)pyridin-3-amine C(#C)C1=CC(=C(C=C1)NC=1C=NC=CC1)F